C(CCC)C1(NS(C2=C(N(C1)C1=CC=CC=C1)C=C(C(=C2)CSCC(=O)O)OC)(=O)=O)CC 2-(((3-butyl-3-ethyl-7-methoxy-1,1-dioxido-5-phenyl-2,3,4,5-tetrahydro-1,2,5-benzothiadiazepin-8-yl)methyl)thio)acetic acid